4-(2-(6-chloropyridin-3-yl)propan-2-yl)morpholine ClC1=CC=C(C=N1)C(C)(C)N1CCOCC1